OC=1C=C(C=CC1O)CC(=O)NC([C@H](C1=CC=C(C=C1)S(=O)(=O)C)O)CF 2-(3,4-dihydroxyphenyl)-N-((1S)-3-fluoro-1-hydroxy-1-(4-(methylsulfonyl)phenyl)propan-2-yl)acetamide